4'-(oxydi-2,1-ethanediyl)bis-morpholine O(CCN1CCOCC1)CCN1CCOCC1